((2-chloropyridin-4-yl)methyl)-6-methylbenzo[d]oxazol-2(3H)-one ClC1=NC=CC(=C1)CN1C(OC2=C1C=CC(=C2)C)=O